tert-butyl (5S)-5-[[tert-butyl(dimethyl)silyl]oxymethyl]-2,2-dioxo-oxathiazolidine-3-carboxylate [Si](C)(C)(C(C)(C)C)OC[C@@H]1CN(S(O1)(=O)=O)C(=O)OC(C)(C)C